FC=1C(=NC=CC1C1=CC(=NC2=C(N=CC=C12)C1=CC=NN1)N1[C@@H](COCC1)C)N1CCOCC1 4-[3-fluoro-2-(morpholin-4-yl)pyridin-4-yl]-2-[(3R)-3-methylmorpholin-4-yl]-8-(1H-pyrazol-5-yl)-1,7-naphthyridine